S1C=NC2=C1C=C(C=C2)\C=C/2\C(N(C(=N2)SC)C2CC2)=O (5Z)-5-(1,3-benzothiazol-6-ylmethylene)-3-cyclopropyl-2-methylsulfanyl-imidazol-4-one